C1(=CC=CC=C1)C=1N(C(=C(N1)C1=CC=CC=C1)C(C)=O)C=1C=C(C=CC1)C 1-(2,4-diphenyl-1-(m-tolyl)-1H-imidazol-5-yl)ethan-1-one